diethyl 2-cyano-2,3-diethylsuccinate C(#N)C(C(=O)OCC)(C(C(=O)OCC)CC)CC